1-((4aR,6R,7R,8aR)-6-(azidomethyl)-7-methoxy-2,2-dimethylhexahydropyrano[3,2-d][1,3]dioxin-8-yl)-4-(4-bromo-2,3-difluorophenyl)-1H-1,2,3-triazole N(=[N+]=[N-])C[C@@H]1[C@@H](C([C@H]2OC(OC[C@H]2O1)(C)C)N1N=NC(=C1)C1=C(C(=C(C=C1)Br)F)F)OC